C(CCC)C1=C(C(=NN1CC(C)C)CC)O Butyl-1-isobutyl-3-ethyl-4-hydroxy-pyrazol